N1(CCC1)C(CN1C(N(C2=NC=C(C=C21)Br)C)=O)=O 1-(2-(azetidin-1-yl)-2-oxoethyl)-6-bromo-3-methyl-1,3-dihydro-2H-imidazo[4,5-b]pyridin-2-one